ethyl orthosilicate hydrate O.[Si](OCC)(O)(O)O